1H-indazol-5-carboxamide N1N=CC2=CC(=CC=C12)C(=O)N